(4R,5R)-4,5-diiodo-2,2-dimethyl-1,3-dioxolane I[C@H]1OC(O[C@@H]1I)(C)C